1-((2R,4S)-4-(4-amino-3-((1-ethyl-1H-indazol-5-yl)ethynyl)-1H-pyrazolo[4,3-c]pyridin-1-yl)-2-(methoxymethyl)pyrrolidin-1-yl)prop-2-en-1-one NC1=NC=CC2=C1C(=NN2[C@H]2C[C@@H](N(C2)C(C=C)=O)COC)C#CC=2C=C1C=NN(C1=CC2)CC